2,3,6,7-tetrahydro-1,3-oxaazepine O1CNC=CCC1